C12CN(CC(CC1)N2)C=2C(=C1CC[C@@H](CC1=CC2)NC(=O)C2=C(C=1C(=NC(=CC1)C)S2)N)F N-((2S)-6-(3,8-diazabicyclo[3.2.1]octan-3-yl)-5-fluoro-1,2,3,4-tetrahydronaphthalen-2-yl)-3-amino-6-methylthieno[2,3-b]pyridine-2-carboxamide